Cl.FC1(CCC(CC1)NCCC[C@H]1OCC[C@H]1OC1=C(C=CC(=C1)C)S(=O)(=O)N1[C@@H](CCC1)C(=O)O)F |o1:12,16| ((2-(((2R*,3R*)-2-(3-((4,4-Difluorocyclohexyl)amino)propyl)tetrahydrofuran-3-yl)oxy)-4-methylphenyl)sulfonyl)-L-proline hydrochloride